FC1(C[C@]12CN([C@@H](C2)C(NCC=2SC=C(C2)C(C)=N)=O)C(=O)OC(C)(C)C)F tert-butyl (3R,6S)-1,1-difluoro-6-(((4-(1-iminoethyl)thiophen-2-yl)methyl)carbamoyl)-5-azaspiro[2.4]heptane-5-carboxylate